FC(COC1=C(C=C(C=C1F)F)C(C)=O)F 1-(2-(2,2-difluoroethoxy)-3,5-difluorophenyl)ethanone